BrC1=C2C(N(CC2=C(C(=C1)OC)C)C(C[C@H](C)C(=O)O)=O)C 4-bromo-2-((S)-3-carboxybutanoyl)-6-methoxy-3,7-dimethylisoindolin